(S)-5-[4-(5-fluoro-2,3-dihydrobenzofuran-7-yl)-2-hydroxy-4-methyl-2-trifluoromethyl-pentylamino]isoquinoline FC=1C=C(C2=C(CCO2)C1)C(C[C@](CNC1=C2C=CN=CC2=CC=C1)(C(F)(F)F)O)(C)C